6-((2-(2,6-dioxopiperidin-3-yl)-1,3-dioxoisoindol-4-yl)amino)-N-methylhexanamide formate C(=O)O.O=C1NC(CCC1N1C(C2=CC=CC(=C2C1=O)NCCCCCC(=O)NC)=O)=O